malonyl-Coenzyme A C(CC(=O)O)(=O)SCCNC(CCNC([C@@H](C(COP(OP(OC[C@@H]1[C@H]([C@H]([C@@H](O1)N1C=NC=2C(N)=NC=NC12)O)OP(=O)(O)O)(=O)O)(=O)O)(C)C)O)=O)=O